C(#N)C1=CC=C(C=C1)S(=O)(=O)NC1=CC=C(C=C1)C1=NC(=C2C(=N1)NN=C2C)OC2CCN(CC2)C(C)C 4-cyano-N-(4-(4-((1-isopropylpiperidin-4-yl)oxy)-3-methyl-1H-pyrazolo[3,4-d]pyrimidin-6-yl)phenyl)benzenesulfonamide